Br.NCC1=CC=C(C=C1)C=1SC=C(N1)C(=O)OCC Ethyl 2-(4-(aminomethyl)phenyl)thiazole-4-carboxylate hydrobromide